P-HYDROXYBENZALDEHYDE C1=CC(=CC=C1C=O)O